ONC(C(CCCCCCC(C1=CC=C(C=C1)N(C)C)=O)N)=O N-hydroxy-8-(4-dimethylaminobenzoyl)-aminooctanoamide